C(=O)(O)C(O)C(O)C(=O)O.C1(CC(C(CC1)C(C)C)O)C.C1(CC(C(CC1)C(C)C)O)C dimenthol tartrate